BrC=1C(=C(C=CC1)C(C(C)C)=O)F 1-(3-bromo-2-fluoro-phenyl)-2-methyl-propan-1-one